FC1([C@H](CN(CC1)[C@H](C(=O)NC=1N=C2N(C1)[C@H](CC2)C2=C(C=C(C=C2)F)F)C)C2=CNC(C=C2)=O)F (S)-2-((S)-4,4-difluoro-3-(6-oxo-1,6-dihydropyridin-3-yl)piperidin-1-yl)-N-((R)-5-(2,4-difluorophenyl)-6,7-dihydro-5H-pyrrolo[1,2-a]imidazol-2-yl)propanamide